2-bromo-1-[3,5-di(tert-butyl)-4-hydroxyphenyl]ethanone BrCC(=O)C1=CC(=C(C(=C1)C(C)(C)C)O)C(C)(C)C